tert-butyl N-[(1S)-5-[2-(2-aminopyridin-3-yl)-7-bromo-5-(pyrazol-1-yl)imidazo[4,5-b]pyridin-3-yl]-2,3-dihydro-1H-inden-1-yl]carbamate NC1=NC=CC=C1C1=NC=2C(=NC(=CC2Br)N2N=CC=C2)N1C=1C=C2CC[C@@H](C2=CC1)NC(OC(C)(C)C)=O